ClC1=CN=CC(=N1)/C=N/O (E)-6-chloropyrazine-2-carbaldehyde oxime